ClC1=CC=C(C(=N1)C(=O)N(C)C1=CC=C(C=C1)F)F 6-chloro-3-fluoro-N-(4-fluorophenyl)-N-methylpyridine-2-carboxamide